4'-tert-butyl-4,5-dihydroxy-2-bromobenzophenone C(C)(C)(C)C1=CC=C(C=C1)C(C1=C(C=C(C(=C1)O)O)Br)=O